CNC(C(=O)O)CCC1=C(C=C(C=C1)OC)F 2-(Methylamino)-4-(2-fluoro-4-methoxyphenyl)butanoic acid